N-(3-(3-(((tert-butyldiphenylsilyl)oxy)methyl)-6-chloropyridin-2-yl)oxetan-3-yl)-2-methylpropane-2-sulfinamide [Si](C1=CC=CC=C1)(C1=CC=CC=C1)(C(C)(C)C)OCC=1C(=NC(=CC1)Cl)C1(COC1)NS(=O)C(C)(C)C